2-((tert-butoxycarbonyl)amino)-2-(2,5-difluoro-3,4-dimethoxyphenyl)acetic acid C(C)(C)(C)OC(=O)NC(C(=O)O)C1=C(C(=C(C(=C1)F)OC)OC)F